CC=1C(=NON1)C1=NC2=C(N1CC=1C=CC(=NC1)S(=O)(=O)Cl)C=CC=C2 5-((2-(4-methyl-1,2,5-oxadiazol-3-yl)-benzimidazol-1-yl)methyl)pyridine-2-sulfonyl chloride